ClC1=NC=C(C(=C1)N[C@H](CCOC1=C(C=NN1CC(F)(F)F)C1=NC=CC(=N1)N)C)C#CC=1C=NN(C1)C (S)-2-(5-(3-((2-Chloro-5-((1-methyl-1H-pyrazol-4-yl)ethynyl)pyridin-4-yl)amino)butoxy)-1-(2,2,2-trifluoroethyl)-1H-pyrazol-4-yl)pyrimidin-4-amine